(3S)-3-cyclobutyl-3-[9H-fluoren-9-ylmethoxycarbonyl-(methyl)amino]propionic acid C1(CCC1)[C@H](CC(=O)O)N(C)C(=O)OCC1C2=CC=CC=C2C=2C=CC=CC12